CC1=C2C(N(C(=NC2=C(C=C1C)[C@@H](C)NC=1C=NC=CC1S(=O)(=O)C)N1CCOCC1)C)=O methyl-3,6-dimethyl-8-[(1R)-1-[(4-methylsulfonyl-3-pyridyl)amino]ethyl]-2-morpholino-quinazolin-4-one